BrC1=CC=C2C=CC(=NC2=C1)NN (7-bromo-2-quinolinyl)hydrazine